N,N'-bis-(2,3-epoxypropyl)-piperazine C(C1CO1)N1CCN(CC1)CC1CO1